mono(2-ethylhexyl) phthalate C(C=1C(C(=O)[O-])=CC=CC1)(=O)OCC(CCCC)CC